1-(5-fluoro-2-{3-[4-(tetrahydro-furan-3-yl)-piperazin-1-yl]-phenylamino}-pyrimidin-4-yl)-5-methoxy-1H-indole-3-carboxylic acid amide FC=1C(=NC(=NC1)NC1=CC(=CC=C1)N1CCN(CC1)C1COCC1)N1C=C(C2=CC(=CC=C12)OC)C(=O)N